Racemic-3-(isoquinolin-4-yl)-2-oxo-1-(3-(trifluoromethyl)phenyl)imidazoline-4-carbonitrile C1=NC=C(C2=CC=CC=C12)N1C(N(C[C@@H]1C#N)C1=CC(=CC=C1)C(F)(F)F)=O |r|